3-(1-methyl-1H-pyrazol-4-yl)-2-(1H-tetrazol-5-yl)-1H-pyrrole-1-sulfonamide CN1N=CC(=C1)C1=C(N(C=C1)S(=O)(=O)N)C1=NN=NN1